2-[4-[3-[[(3S)-2,6-dioxo-3-piperidyl]-methyl-amino]phenyl]-1-piperidyl]acetic acid O=C1NC(CC[C@@H]1N(C=1C=C(C=CC1)C1CCN(CC1)CC(=O)O)C)=O